[6-(5-cyclopropyl-4H-1,2,4-triazol-3-yl)-2-azaspiro[3.3]heptan-2-yl]-[6-[(2,4-dimethylthiazol-5-yl)methyl]-2,6-diazaspiro[3.3]heptan-2-yl]methanone C1(CC1)C=1NC(=NN1)C1CC2(CN(C2)C(=O)N2CC3(C2)CN(C3)CC3=C(N=C(S3)C)C)C1